3-CHLORO-2-METHYLPYRIDINE-6-CARBOXALDEHYDE ClC=1C(=NC(=CC1)C=O)C